NC(CC[C@@H](C1=CC=CC=C1)NC(=O)N1CC2=C(C=CC(=C2CC1)C1=CC=C(C=C1)C(F)(F)F)N1C[C@@H](CC1)CO)=O N-((S)-4-amino-4-oxo-1-phenylbutyl)-8-((R)-3-(hydroxymethyl)pyrrolidin-1-yl)-5-(4-(trifluoromethyl)phenyl)-3,4-dihydroisoquinoline-2(1H)-carboxamide